[NH4+].[NH4+].[O-]S(=O)(=O)[O-].[O-]S(=O)(=O)[O-].[Ni+2] The molecule is a nickel coordination entity comprising ammonium, nickel and sulfate in which the ratio of ammonium to iron(2+) to sulfate ions is 2:1:2. It is an ammonium salt, a metal sulfate and a nickel coordination entity. It contains a nickel(2+).